C(C(C)N(C(O)=O)C)N(C(O)=O)C propane-1,2-diylbis(methylcarbamic acid)